ClCC(=O)C1(C(CC2C3CCC4=CC(C=CC4(C3(C(CC12C)O)F)C)=O)C)O 17-(2-chloroacetyl)-9-fluoro-11,17-dihydroxy-10,13,16-trimethyl-6,7,8,9,10,11,12,13,14,15,16,17-dodecahydro-3H-cyclopenta[a]phenanthren-3-one